3-(5-(4-((1-(5-(5-methyl-5H-pyrido[4,3-b]indol-7-yl)pyridin-2-yl)piperidin-4-yl)methyl)piperazin-1-yl)-1-oxoisoindolin-2-yl)piperidine-2,6-dione CN1C2=C(C=3C=CC(=CC13)C=1C=CC(=NC1)N1CCC(CC1)CN1CCN(CC1)C=1C=C3CN(C(C3=CC1)=O)C1C(NC(CC1)=O)=O)C=NC=C2